ClC=1C=C(C(=O)N)C=CC1C[C@@H](CNC(C[C@H](C=1C=NC(=NC1)C)C1CC1)=O)N(C)C 3-chloro-4-[(2S)-3-[(3S)-3-cyclopropyl-3-(2-methylpyrimidin-5-yl)propanamido]-2-(dimethylamino)propyl]benzamide